7-{1-[2-(3,4-difluorophenyl)acetyl]-4-piperidyl}-3-isopropyl-6-(5-methyl-1,3,4-oxadiazol-2-yl)-5-[2-(tetrahydro-2H-pyran-4-yl)ethyl]-1λ6-thia-4-aza-1,1-indandione FC=1C=C(C=CC1F)CC(=O)N1CCC(CC1)C=1C(=C(N=C2C(CS(C12)(=O)=O)C(C)C)CCC1CCOCC1)C=1OC(=NN1)C